O=C1N(CC2=CC(=CC=C12)C1=CC=CC=C1)CC(=O)N1CC2(OCCO2)C[C@H]1C(=O)O (8S)-7-[2-(1-oxo-5-phenyl-isoindolin-2-yl)acetyl]-1,4-dioxa-7-azaspiro[4.4]nonane-8-carboxylic acid